rac-(R,4R)-1-cyclopropylmethyl-4-{[5-(2-fluoro-4-methoxy-phenyl)-isoxazole-3-carbonyl]-amino}-piperidine-3-carboxylic acid methyl ester COC(=O)[C@@H]1CN(CC[C@H]1NC(=O)C1=NOC(=C1)C1=C(C=C(C=C1)OC)F)CC1CC1 |r|